2-methoxybenzylidene-malonic acid diethyl ester C(C)OC(C(C(=O)OCC)=CC1=C(C=CC=C1)OC)=O